3,5-dinitro-1,2,4-triazolylammonium [N+](=O)([O-])C1=NN(C(=N1)[N+](=O)[O-])[NH3+]